2-(4-(2-ethyl-3-((4-(4-fluorophenyl)thiazol-2-yl)(methyl)amino)imidazo[1,2-a]pyridin-6-yl)piperidin-1-yl)-N,N-dimethylacetamide C(C)C=1N=C2N(C=C(C=C2)C2CCN(CC2)CC(=O)N(C)C)C1N(C)C=1SC=C(N1)C1=CC=C(C=C1)F